2,4,6-tris(4-formyl-biphenyl-4-yl)-1,3,5-triazine C(=O)C1(CC=C(C=C1)C1=CC=CC=C1)C1=NC(=NC(=N1)C1(CC=C(C=C1)C1=CC=CC=C1)C=O)C1(CC=C(C=C1)C1=CC=CC=C1)C=O